Gold-gold [Au].[Au]